BrC=1N=C(N(N1)C1=NC=CC=N1)CCN (5-bromo-2-pyrimidin-2-yl-1,2,4-triazol-3-yl)ethylamine